1-(2-amino-5-bromo-4-fluorophenyl)ethan-1-one NC1=C(C=C(C(=C1)F)Br)C(C)=O